[Si](C)(C)(C(C)(C)C)OCC(C)(C)OCCC(C(=O)OC(C)(C)C)C1=CC(=CC=C1)I tert-butyl 4-((1-((tert-butyldimethylsilyl)oxy)-2-methylpropan-2-yl)oxy)-2-(3-iodophenyl)butanoate